P(O)(=O)(OP(=O)(O)OP(=O)(O)O)OC[C@@H]1[C@H]([C@H]([C@@H](O1)N1C(=O)NC(=O)C(=C1)C)O)O.NC1=NN(C(=C1)C1=CC(=C(C=C1)OC)OC)C(=O)C1=CC(=C(C(=C1)OC)OC)OC (3-amino-5-(3,4-dimethoxyphenyl)-1H-pyrazol-1-yl)(3,4,5-trimethoxyphenyl)methanone 5-methyluridine-5'-triphosphate